(2S)-2-amino-3-phenylpropionic acid methyl ester hydrochloride Cl.COC([C@H](CC1=CC=CC=C1)N)=O